C(C1=CC=CC=C1)N[C@H]1[C@@H]2[C@H](N([C@H]1CO[Si](CC)(CC)CC)C(=O)OC)COC2 Methyl (2R,3S,3aR,6aS)-3-(benzylamino)-2-(((triethylsilyl)oxy)methyl)hexahydro-1H-furo[3,4-b]pyrrole-1-carboxylate